FC1=C(OC2=C(C=C(C=C2)NS(=O)(=O)CC)C2=CC(=[N+](C(=C2)OC2CNCC2)[O-])C)C=CC(=C1)F 4-(2-(2,4-difluorophenoxy)-5-(ethylsulfonylamino)phenyl)-2-methyl-6-(pyrrolidin-3-yloxy)pyridine 1-oxide